3-[(2,3-dihydrothieno[3,4-b]-[1,4]dioxin-2-yl)methoxy]-1-butyl-1-propanesulfonic acid sodium salt [Na+].O1C=2C(OCC1COCCC(S(=O)(=O)[O-])CCCC)=CSC2